4-[[(7R)-8-cyclopentyl-7-ethyl-5-methyl-6-oxo-7H-pteridin-2-yl]amino]-3-methoxy-N-[2-[2-[2-[2-[2-(4-piperidyloxy)ethoxy]ethoxy]ethoxy]ethoxy]ethyl]benzamide C1(CCCC1)N1[C@@H](C(N(C=2C=NC(=NC12)NC1=C(C=C(C(=O)NCCOCCOCCOCCOCCOC2CCNCC2)C=C1)OC)C)=O)CC